(3-bromo-2-iodophenyl)methanesulfonyl chloride BrC=1C(=C(C=CC1)CS(=O)(=O)Cl)I